silanol-methionine N[C@@H](CCSC)C(=O)O.[SiH3]O